Dimethylsilylene-(2-isopropyl-4-(p-tert-butyl-phenyl)indenyl)(2-methyl-4-(4-naphthyl)indenyl)zirconium dichloride [Cl-].[Cl-].C[Si](=[Zr+2](C1C(=CC2=C(C=CC=C12)C1=CC=CC2=CC=CC=C12)C)C1C(=CC2=C(C=CC=C12)C1=CC=C(C=C1)C(C)(C)C)C(C)C)C